CCCC=CCCCCCO Non-4-en-9-ylmethanol